trans-1-(7,8-dihydrobenzofuro[4,5-d]thiazol-2-yl)-4-(fluoromethyl)-5-(prop-1-yn-1-yl)imidazolidin-2-one N1=C(SC2=C1C=1CCOC1C=C2)N2C(N[C@H]([C@@H]2C#CC)CF)=O